CC1=CC(=CC(=N1)O)O 6-methylpyridine-2,4-diol